O=C1N(CC2=CC(=CC=C12)SCCCCCCCCN1CCCCC1)C1C(NC(CC1)=O)=O 3-(1-oxo-5-((8-(piperidin-1-yl)octyl)thio)isoindolin-2-yl)piperidine-2,6-dione